N-[5-[(2-amino-3-fluoro-4-pyridinyl)methyl]-4-methyl-3-pyridinyl]-2-methyl-2-azaspiro[3.3]heptane-6-amine NC1=NC=CC(=C1F)CC=1C(=C(C=NC1)NC1CC2(CN(C2)C)C1)C